2-(2-(5-Cyclopropyl-3-(3,5-dichloropyridin-4-yl)isoxazol-4-yl)-7-azaspiro[3.5]non-1-en-7-yl)-7-(trifluoromethyl)chinolin C1(CC1)C1=C(C(=NO1)C1=C(C=NC=C1Cl)Cl)C1=CC2(C1)CCN(CC2)C2=NC1=CC(=CC=C1C=C2)C(F)(F)F